3-Hydroxy-1-[(2R)-2-[[4-(2,6-dimethylphenyl)-7-quinolyl]oxy]propanoyl]piperidin OC1CN(CCC1)C([C@@H](C)OC1=CC=C2C(=CC=NC2=C1)C1=C(C=CC=C1C)C)=O